N-propyl-3-(4-pyridyl)imidazo[1,2-b]pyridazin-6-amine C(CC)NC=1C=CC=2N(N1)C(=CN2)C2=CC=NC=C2